NC1CCC(CC1)O[C@@H](CN1C(N(C(C2=C1SC(=C2C)C=2OC=CN2)=O)C(C(=O)O)(C)C)=O)C2=CC=CC=C2 2-(1-((R)-2-(((1r,4R)-4-aminocyclohexyl)oxy)-2-phenylethyl)-5-methyl-6-(oxazol-2-yl)-2,4-dioxo-1,2-dihydrothieno[2,3-d]pyrimidin-3(4H)-yl)-2-methylpropanoic acid